C(C)(C)(C)OC(NC1=CN=NC(=C1)C1=C(C=CC(=C1)Cl)F)=O N-[6-(5-chloro-2-fluorophenyl)pyridazin-4-yl]Carbamic acid tert-butyl ester